C1(CCCC1)C1=C(NC2=CC=CC=C12)C(=O)NC[C@H](C(CNC(OC(C)(C)C)=O)O)NC(OC(C)(C)C)=O di-tert-butyl ((3R)-4-(3-cyclopentyl-1H-indole-2-carboxamido)-2-hydroxybutane-1,3-diyl)dicarbamate